N-(cis-1-(3,3-dimethylbutanoyl)-2-(((1-(2-fluorophenyl)piperidin-4-yl)oxy)methyl)piperidin-3-yl)methanesulfonamide CC(CC(=O)N1[C@H]([C@H](CCC1)NS(=O)(=O)C)COC1CCN(CC1)C1=C(C=CC=C1)F)(C)C